Benzyl 8-(4-amino-3-benzyloxyphenyl)-7-oxo-2-oxa-5,8-diazaspiro[3.5]nonane-5-carboxylate NC1=C(C=C(C=C1)N1C(CN(C2(COC2)C1)C(=O)OCC1=CC=CC=C1)=O)OCC1=CC=CC=C1